BrC=1C=C(C=C(C1OC)Br)CC(=O)NCC#C 2-(3,5-dibromo-4-methoxyphenyl)-N-propargyl-acetamide